O=[O+][O-] ANTI-OZONE